N[C@@H](CO)[C@@H](O)[C@H](O)[C@H](O)CO 2-amino-2-deoxyglucitol